NC1=C2C(N(C(C2=CC=C1)=O)CC1=CC=C(C=C1)OC)(C1=C(C=CC=C1)C)O 4-amino-3-hydroxy-2-(4-methoxybenzyl)-3-(o-tolyl)isoindolin-1-one